COC(=O)C1=C(C=C2C=CN(C2=C1)C1=CN(C(C=C1)=O)C)[N+](=O)[O-] 1-(1-methyl-6-oxo-1,6-dihydropyridin-3-yl)-5-nitroindole-6-carboxylic acid methyl ester